tert-butyl(5-(difluoromethyl)-2,3-dihydro-1H-inden-2-yl)carbamate C(C)(C)(C)OC(NC1CC2=CC=C(C=C2C1)C(F)F)=O